erbium-cobalt [Co].[Er]